C(N)(=O)C1=CC=C(CN[C@@H](C(=O)N[C@H](C(=O)NCC2=CC=C(C=C2)C(=N)NC(OCC2=CC=CC=C2)=O)C)CCC2=CC=CC=C2)C=C1 benzyl ((4-(((S)-2-((R)-2-((4-carbamoylbenzyl)amino)-4-phenylbutanamido)propanamido)methyl)phenyl)(imino)methyl)carbamate